C1(CCC1)OC1=C(C(=O)O)C=CC(=C1)C1=NC=NC(=C1)NCCC1=C(OC2=C1C(=C(C=C2OC)F)F)C 2-Cyclobutoxy-4-{6-[2-(4,5-difluoro-7-methoxy-2-methyl-benzofuran-3-yl)-ethylamino]-pyrimidin-4-yl}-benzoic acid